O=C1NC(CCC1NC1=CC=C(C=C1)C1CCN(CC1)CC=1C=C(C=CC1)C=1C=C2C(=NC=NN2C1)C1=CC(=C(C=C1)CNC(OC(C)(C)C)=O)C)=O tert-butyl N-[[4-[6-[3-[[4-[4-[(2,6-dioxo-3-piperidyl)amino]phenyl]-1-piperidyl]methyl]phenyl]pyrrolo[2,1-f][1,2,4]triazin-4-yl]-2-methyl-phenyl]methyl]carbamate